C(C)C1=C(N=CO1)C(=O)O 5-ETHYL-1,3-OXAZOLE-4-CARBOXYLIC ACID